(R)-6-chloro-3-((1-(3,6-dimethyl-4-oxo-2-(2-(pyridin-4-yl)-2,6-dihydropyrrolo[3,4-c]pyrazol-5(4H)-yl)-3,4-dihydroquinazolin-8-yl)ethyl)amino)-N-(methylsulfonyl)picolinamide ClC1=CC=C(C(=N1)C(=O)NS(=O)(=O)C)N[C@H](C)C=1C=C(C=C2C(N(C(=NC12)N1CC2=NN(C=C2C1)C1=CC=NC=C1)C)=O)C